4-nitrophenyl 6-methyl-3-phenyl-1,2,4,5-tetrazine-1(4H)-carboxylate CC1=NNC(=NN1C(=O)OC1=CC=C(C=C1)[N+](=O)[O-])C1=CC=CC=C1